methyl (E)-3-cyanobut-2-enoate C(#N)/C(=C/C(=O)OC)/C